5-Fluoro-1-((4aR,6R,7aS)-2-(cyclopentylmethyloxy)-2-oxidotetrahydro-4H-furo[3,2-d][1,3,2]dioxaphosphinin-6-yl)pyrimidine-2,4(1H,3H)-dione FC=1C(NC(N(C1)[C@H]1C[C@@H]2OP(OC[C@H]2O1)(=O)OCC1CCCC1)=O)=O